C(C)(C)(C)C=1C=C(C=2CC3=C(C=CC=C3C2C1)C(C)(C)C)C=1C(C2=CC=CC=C2C1)[Hf] (3,8-di-t-butylfluorenylindenyl)hafnium